C(C)(C)C(C(C(=O)O)(C(C)C)C(C)C)(CCCCCCCCCCCCC)C(C)C.O=C1C(O)=C(O)[C@@H](O1)[C@H](O)CO d-ascorbic acid tetraisopropyl-palmitate